(±)-N-(3,4-dichlorophenyl)-6,7,8,9-tetrahydro-5H-6,9-epiminocyclohepta[d]pyrimidine-10-carboxamide ClC=1C=C(C=CC1Cl)NC(=O)N1C2CC3=C(N=CN=C3)C1CC2